COC1CCN(CC1)C[C@H](C(C)C)N(C(C1=CC(=C(C=C1)C)C)=O)C (S)-N-(1-(4-Methoxypiperidin-1-yl)-3-methylbutan-2-yl)-N,3,4-trimethylbenzamide